C1(CC1)C1=NC=NC(=C1C1=NC=2N(CC(N(C2C=N1)C)=O)C1(CC1)C1=CC=C(C=C1)C=1N(C=C(N1)C(F)(F)F)C)OC 2-(4-cyclopropyl-6-methoxypyrimidin-5-yl)-5-methyl-8-(1-(4-(1-methyl-4-(trifluoromethyl)-1H-imidazol-2-yl)phenyl)cyclopropyl)-7,8-dihydro-pteridin-6(5H)-one